bis(triphenylphosphine) copper (II) ethoxide [O-]CC.[Cu+2].C1(=CC=CC=C1)P(C1=CC=CC=C1)C1=CC=CC=C1.C1(=CC=CC=C1)P(C1=CC=CC=C1)C1=CC=CC=C1.[O-]CC